(R)-6-chloro-3-((1-(2-(4,4-difluoropiperidin-1-yl)-3,6-dimethyl-4-oxo-3,4-dihydroquinazolin-8-yl)ethyl)amino)-picolinic acid ClC1=CC=C(C(=N1)C(=O)O)N[C@H](C)C=1C=C(C=C2C(N(C(=NC12)N1CCC(CC1)(F)F)C)=O)C